C1(CCCC1)CCN[C@@H]1C=C([C@@H]([C@@H]([C@H]1O)O)O)COC(F)F (1S,2S,3S,6R)-6-((2-cyclopentylethyl)amino)-4-((difluoromethoxy)methyl)cyclohex-4-ene-1,2,3-triol